[N-](S(=O)(=O)C(F)(F)F)S(=O)(=O)C(F)(F)F.C(CCC)P(CCCC)(CCCC)CCCC tetrabutyl-phosphine bis(trifluoromethanesulfonyl)imide salt